1-Cyanoethyl-(2-{2-chloro-4-chloro-5-[3-methyl-2,6-dioxo-4-(trifluoromethyl)-3,6-dihydropyrimidine-1(2H)-yl]phenoxy}phenoxy) acetate C(C)(=O)OOC1=C(C(=CC=C1)C(C)C#N)OC1=C(C=C(C(=C1)N1C(N(C(=CC1=O)C(F)(F)F)C)=O)Cl)Cl